3-(tri-methoxysilyl)propyldimethyl-octadecyl-ammonium chloride [Cl-].CO[Si](CCC[N+](CCCCCCCCCCCCCCCCCC)(C)C)(OC)OC